4-Bromo-5-methyl-1H-indazole BrC1=C2C=NNC2=CC=C1C